(1S,2S,4R,8S,9S,11S,12S,13R)-11-hydroxy-8-(2-hydroxyacetyl)-9,13-dimethyl-6-propyl-5,7-dioxapentacyclo[10.8.0.02,9.04,8.013,18]icosa-14,17-dien-16-one O[C@H]1C[C@@]2([C@@]3(OC(O[C@@H]3C[C@H]2[C@@H]2CCC3=CC(C=C[C@@]3([C@@H]12)C)=O)CCC)C(CO)=O)C